N-(3-aminopropyl)-4-[[3-(4-chloro-2,3-difluorophenyl)imidazo[1,2-a]pyrazin-8-yl]amino]-2-methylbenzamide NCCCNC(C1=C(C=C(C=C1)NC=1C=2N(C=CN1)C(=CN2)C2=C(C(=C(C=C2)Cl)F)F)C)=O